4-Ethyl-2-methylthiazole C(C)C=1N=C(SC1)C